C(#N)C=1C=C(C(=C2C=C(NC12)C)N1CC2NCCCC2C1)F 6-(7-cyano-5-fluoro-2-methyl-1H-indol-4-yl)octahydro-1H-pyrrolo[3,4-b]Pyridine